spiro[indene-1,3'-pyrrolidine] N1CC2(CC1)C=CC1=CC=CC=C12